(R)-4-((3-(2-(azetidin-1-ylmethyl)acrylamido)piperidin-1-yl)methyl)-N-(4-(4-morpholino-7H-pyrrolo[2,3-d]pyrimidin-6-yl)phenyl)picolinamide N1(CCC1)CC(C(=O)N[C@H]1CN(CCC1)CC1=CC(=NC=C1)C(=O)NC1=CC=C(C=C1)C1=CC2=C(N=CN=C2N2CCOCC2)N1)=C